(1S,2S)-2-fluoro-N-(5-(6-(1-hydroxyethyl)-4-methylpyridin-3-yl)benzo[d]thiazol-2-yl)cyclopropane-1-carboxamide F[C@@H]1[C@@H](C1)C(=O)NC=1SC2=C(N1)C=C(C=C2)C=2C=NC(=CC2C)C(C)O